(E)-6-(4-(Dimethylamino)but-2-enoyl)-4-(2-(1-ethyl-3-(trifluoromethyl)-1H-pyrazol-4-yl)cyclohex-1-en-1-yl)-4,5,6,7-tetrahydrothieno[2,3-c]pyridine-2-carbonitrile CN(C/C=C/C(=O)N1CC2=C(C(C1)C1=C(CCCC1)C=1C(=NN(C1)CC)C(F)(F)F)C=C(S2)C#N)C